Ethyl 4-(1-(2,4-Dichlorophenyl)-4-Ethyl-3-(Piperidin-1-Ylcarbamoyl)-1H-Pyrazol-5-Yl)Benzoate ClC1=C(C=CC(=C1)Cl)N1N=C(C(=C1C1=CC=C(C(=O)OCC)C=C1)CC)C(NN1CCCCC1)=O